FC(C1=NN=C(O1)C=1C=NC(=NC1)NC=1C=C(C2=C(NC=N2)C1)C1=CC=NN1C)F N-(5-(5-(difluoromethyl)-1,3,4-oxadiazol-2-yl)pyrimidin-2-yl)-4-(1-methyl-1H-pyrazol-5-yl)-1H-benzo[d]imidazol-6-amine